C(C)(C)(C)N(C(O)=O)CCCCCNC(C=CC1=CC=CC=C1)=O.C(C=CC1=CC=CC=C1)(=O)NCCCCCNC(\C(=C\C)\C)=O (E)-N-(5-cinnamamidopentyl)-2-methylbut-2-enamide tert-butyl-(5-cinnamamidopentyl)carbamate